6-((S)-2-(2-Chlorophenyl)pyrrolidin-1-yl)-N-((R,E)-4-(methylsulfonyl)but-3-en-2-yl)nicotinamide ClC1=C(C=CC=C1)[C@H]1N(CCC1)C1=NC=C(C(=O)N[C@H](C)\C=C\S(=O)(=O)C)C=C1